1-fluoro-N-(8-((methyl-d3)amino)-5-(5-morpholinylbenzo[d]oxazol-2-yl)-2,7-naphthyridin-3-yl)cyclopropane-1-carboxamide FC1(CC1)C(=O)NC=1N=CC2=C(N=CC(=C2C1)C=1OC2=C(N1)C=C(C=C2)N2CCOCC2)NC([2H])([2H])[2H]